CN(C(=O)C=1C=C(C=CC1)CS(=O)(=O)Cl)C (3-(dimethylcarbamoyl)phenyl)methanesulfonyl chloride